3-oxocyclopentane-1-carboxamide O=C1CC(CC1)C(=O)N